2-(4-(methyl-d3)phenyl)pyridine C(C1=CC=C(C=C1)C1=NC=CC=C1)([2H])([2H])[2H]